BrC(C[Si](OC)(OC)OC)CBr 2,3-dibromopropyltrimethoxysilane